(3R,7aS)-Methyl 3-(((tert-butyldimethylsilyl)oxy)methyl)hexahydro-1H-pyrrolizine-7a-carboxylate [Si](C)(C)(C(C)(C)C)OC[C@H]1CC[C@@]2(CCCN12)C(=O)OC